[Cl-].C(CCCCCCCCCCCCCCCCCCCCC)(=O)C[N+](C)(C)CCCO Behenoyl-hydroxypropyl-trimethylammonium chloride